FC1=C(C(=CC=C1)C)N1CCC(CC1)N1C(N(C2=C(C1)N=C(O2)C)CC2=C(C=CC=C2)C(F)(F)F)=O 6-[1-(2-fluoro-6-methyl-phenyl)-piperidin-4-yl]-2-methyl-4-(2-trifluoromethyl-benzyl)-6,7-dihydro-4H-oxazolo[5,4-d]pyrimidin-5-one